1-(3,6-Dimethyl-4-oxo-2-phenyl-chromen-8-yl)ethylamin CC1=C(OC2=C(C=C(C=C2C1=O)C)C(C)N)C1=CC=CC=C1